ClC1=C(C=CC(=C1)F)C1=NC(=NC2=C1N=C(N(C2=O)C)C)N2CC(OCC2)C=2C=NN(C2)C 8-(2-chloro-4-fluorophenyl)-2,3-dimethyl-6-(2-(1-methyl-1H-pyrazol-4-yl)morpholino)pyrimido[5,4-d]pyrimidin-4(3H)-one